5-(2-ethoxy-2-oxoacetyl)-2,3-dihydro-1H-pyrrolizine-7-carboxylic acid ethyl ester C(C)OC(=O)C=1C=C(N2CCCC12)C(C(=O)OCC)=O